6-[2-cyano-3-[[ethyl(methyl)sulfamoyl]amino]-6-fluoro-phenoxy]-5-fluoro-4-oxo-3-(2-piperazin-1-ylpyrimidin-5-yl)quinazoline C(#N)C1=C(OC=2C(=C3C(N(C=NC3=CC2)C=2C=NC(=NC2)N2CCNCC2)=O)F)C(=CC=C1NS(N(C)CC)(=O)=O)F